1-((benzyloxy)carbonyl)-2-methylpiperidine C(C1=CC=CC=C1)OC(=O)N1C(CCCC1)C